C(#N)C(=C1C(=C2C(=C(C3=C(C(C(=C4C(=C(C(=C1F)C2=C43)F)F)F)=C(C#N)C#N)F)F)F)F)C#N 2-(7-dicyanomethylene-1,3,4,5,6,8,9,10-octafluoro-7H-pyrene-2-ylidene)propanediNitrile